(3-chlorobenzoylamino)-N-[2-(3-chlorophenyl)propan-2-yl]-1,2,3-thiadiazole-4-carboxamide ClC=1C=C(C(=O)NC2=C(N=NS2)C(=O)NC(C)(C)C2=CC(=CC=C2)Cl)C=CC1